COC=1C=C2CCN([C@@H](C2=CC1)C)C=O (R)-6-methoxy-1-methyl-3,4-dihydroisoquinoline-2(1H)-carbaldehyde